3-(4-(1-(7-((4-(((R)-1-(3-bromophenyl)ethyl)amino)-6-methoxy-2-methyl-quinazolin-7-yl)oxy)heptyl)piperidin-4-yl)-6-fluoro-1-oxoisoindolin-2-yl)piperidine-2,6-dione BrC=1C=C(C=CC1)[C@@H](C)NC1=NC(=NC2=CC(=C(C=C12)OC)OCCCCCCCN1CCC(CC1)C1=C2CN(C(C2=CC(=C1)F)=O)C1C(NC(CC1)=O)=O)C